ClC1=C(C(=CC=C1Cl)O)[C@@H]1C[C@@H](NCC1)CNC(C)=O |o1:9,11| N-[[(2R,4S)-rel-4-(2,3-dichloro-6-hydroxyphenyl)piperidin-2-yl]methyl]acetamide